C(#N)C=1C=NN2C1C(=CC(=C2)C=2C=NN(C2)C)N2CCC(CC2)(C)NC(C(C)C=2C=NC(=CC2)N2N=CC(=C2)F)=O N-(1-(3-cyano-6-(1-methyl-1H-pyrazol-4-yl)pyrazolo[1,5-a]pyridin-4-yl)-4-Methylpiperidin-4-yl)-2-(6-(4-fluoro-1H-pyrazol-1-yl)pyridin-3-yl)propanamide